C(C)(=O)O.C(CCC)C=CCN n-butylallylamine acetic acid salt